P(O)(=O)(OP(=O)(O)OP(=O)(O)O)OC[C@@]1([C@H]([C@H]([C@@H](O1)N1C(=O)NC(=O)C=C1)O)O)N=[N+]=[N-] 4'-azido-uridine triphosphate